4-amino-N,N,4-trimethylpiperidine-1-sulfonamide hydrochloride Cl.NC1(CCN(CC1)S(=O)(=O)N(C)C)C